methyl 4-(2-(4,4-difluoroazepan-1-yl)-7-fluoroquinoline-3-carboxamido)picolinate FC1(CCN(CCC1)C1=NC2=CC(=CC=C2C=C1C(=O)NC1=CC(=NC=C1)C(=O)OC)F)F